cis-2,3-dimethylpiperidine hydrochloride Cl.C[C@@H]1NCCC[C@@H]1C